1-Cyclopropyl-6-fluoro-7-[2-(methylamino)ethoxy]-3-({[(3S)-1-(6-methylpyridin-3-yl)piperidin-3-yl][(2-methylpyridin-4-yl)methyl]amino}methyl)-1,4-dihydroquinolin-4-one hydrochloride Cl.C1(CC1)N1C=C(C(C2=CC(=C(C=C12)OCCNC)F)=O)CN(CC1=CC(=NC=C1)C)[C@@H]1CN(CCC1)C=1C=NC(=CC1)C